6-chloro-2-(1-(3-chloropyridin-2-yl)-5-trifluoromethyl-1H-pyrazol-4-yl)-8-methyl-4H-benzo[d][1,3]oxazin-4-one ClC1=CC2=C(N=C(OC2=O)C=2C=NN(C2C(F)(F)F)C2=NC=CC=C2Cl)C(=C1)C